NC1=NC2=C(N1C1CCC(N(C1)CCOC1=C(C=NN1C)C1=CC(=CN(C1=O)C)C(=O)O)(C)C)C=C(C=C2)Br 5-(5-{2-[5-(2-amino-6-bromo-1,3-benzodiazol-1-yl)-2,2-dimethylpiperidin-1-yl]ethoxy}-1-methylpyrazol-4-yl)-1-methyl-6-oxopyridine-3-carboxylic acid